N-((S)-1-cyano-2-(4-(3-methyl-2-oxo-2,3-dihydrobenzo[d]oxazol-5-yl)phenyl)ethyl)-6-oxa-2-azabicyclo[3.2.1]octane-7-amide C(#N)[C@H](CC1=CC=C(C=C1)C=1C=CC2=C(N(C(O2)=O)C)C1)NC(=O)C1OC2CCNC1C2